C(CC\C=C\CC\C=C\CCC)O (4E,8E)-dodecane-4,8-dien-1-ol